2-chloro-N-((trans)-4-methoxycyclohexyl)-6,7-dihydro-5H-cyclopenta[b]pyridine-4-carboxamide ClC1=CC(=C2C(=N1)CCC2)C(=O)N[C@@H]2CC[C@H](CC2)OC